BrC=1N=C(N(N1)C1=NC=C(C=C1)OCC(F)(F)F)C(C)NC(C1=CC(=CC(=C1)C(F)(F)F)C1CC1)=O N-[1-[5-bromo-2-[5-(2,2,2-trifluoroethoxy)-2-pyridyl]-1,2,4-triazol-3-yl]ethyl]-3-cyclopropyl-5-(trifluoromethyl)benzamide